7-chloro-8-fluoro-5-(3-(methylamino)butoxy)-2-(methylthio)pyrido[4,3-d]pyrimidin-4-ol ClC1=C(C=2N=C(N=C(C2C(=N1)OCCC(C)NC)O)SC)F